COC1=CC=CC=2N(CCCCC21)CC2=CC=C(C(=O)NO)C=C2 4-((6-methoxy-2,3,4,5-tetrahydro-1H-benzo[b]azepin-1-yl)methyl)-N-hydroxybenzamide